ClC1=C2C=C(NC2=CC=C1Cl)C(=O)N1CCN(CC1)C(C)=O 1-[4-[(4,5-dichloro-1H-indol-2-yl)carbonyl]-1-piperazinyl]ethanone